2,2,2-Trichloroethyl (3-methyl-1,2,3,5,6,7-hexahydrodicyclopenta[b,e]pyridin-8-yl)carbamate CC1CCC=2C1=NC1=C(C2NC(OCC(Cl)(Cl)Cl)=O)CCC1